[Ni].[Na].OCC1(COC(OC1)C1C2C=CC(C1)C2)CO [5-(hydroxymethyl)-2-(5-norbornen-2-yl)-1,3-dioxan-5-yl]methanol sodium nickel